C1(CC1)N1N=CC(=C1CO[C@H]1[C@@H]2CN([C@H](C1)C2)C=2SC1=C(N2)C(=CC(=C1)C(=O)O)F)C1=C(C=CC=C1Cl)Cl 2-[(1S,4S,5R)-5-[[1-cyclopropyl-4-(2,6-dichlorophenyl)-1H-pyrazol-5-yl]methoxy]-2-azabicyclo[2.2.1]heptan-2-yl]-4-fluoro-1,3-benzothiazole-6-carboxylic acid